4-((2-chloro-6-fluorobenzyl)amino)-2-((1-(tetrahydro-2H-pyran-4-yl)-1H-pyrazol-4-yl)amino)pyrimidin-5-carboxamide ClC1=C(CNC2=NC(=NC=C2C(=O)N)NC=2C=NN(C2)C2CCOCC2)C(=CC=C1)F